6-chloro-2-((5-oxo-6-(tetrahydrofuran-3-yl)-6,7-dihydro-5H-pyrrolo[3,4-d]pyrimidin-2-yl)amino)-2,3-dihydro-1H-indene-4-carbonitrile ClC=1C=C(C=2CC(CC2C1)NC=1N=CC2=C(N1)CN(C2=O)C2COCC2)C#N